2-((2R,4S)-4-fluoropyrrolidin-2-yl)-3-(3-fluoro-4-methoxyphenyl)-8-methyl-6-nitroquinazolin-4(3H)-one F[C@H]1C[C@@H](NC1)C1=NC2=C(C=C(C=C2C(N1C1=CC(=C(C=C1)OC)F)=O)[N+](=O)[O-])C